(5z,8e)-5-(2-hydroxyethylidene)-9,13-dimethyltetradec-8,12-dien-2-one OC\C=C(/CCC(C)=O)\CC\C=C(\CCC=C(C)C)/C